C(C)N(S(=O)(=O)F)CC N,N-diethylsulfamoyl fluoride